C(#N)C(C)(C)C=1C=CC=2N(C1)C(=C(N2)NC(OC(C)(C)C)=O)S(=O)(=O)CC tert-butyl N-[6-(1-cyano-1-methyl-ethyl)-3-ethylsulfonyl-imidazo[1,2-a]pyridin-2-yl]carbamate